ClC1=C(C=CC=C1)NS(=O)(=O)C1=CC=C(C=C1)NC(C1=CC=C(C=C1)C(F)(F)F)=O N-(4-(N-(2-chlorophenyl)sulfamoyl)phenyl)-4-(trifluoromethyl)benzamide